NC1=C(C=C(C=C1C)/C=C/C#N)C Trans-3-(4-amino-3,5-dimethylphenyl)acrylonitrile